C1(CC1)C=1C=C(C=2N(C1)C=C(N2)CNC2=CC(=NC=N2)NC(=O)[C@@H]2[C@H](C2)C=2N=C(SC2)C)N2C(N(C(C2)=O)C)=O |r| rac-(1S*,2S*)-N-(6-(((6-cyclopropyl-8-(3-methyl-2,4-dioxoimidazolidin-1-yl)imidazo[1,2-a]pyridin-2-yl)methyl)amino)pyrimidin-4-yl)-2-(2-methylthiazol-4-yl)cyclopropane-1-carboxamide